FC(C(=O)O)(C1=CC(=CC=C1)N1CCOCC1)F 2,2-difluoro-2-(3-morpholinophenyl)acetic acid